(1s)-N,N-dimethyl-p-toluenesulfonamide CN(S(=O)(=O)C1=CC=C(C)C=C1)C